C(#N)C=1C=CC(=NC1)C1CCN(CC1)C(=O)C=1C=CC(=C(C1)C1=C(C(=O)N)C=CC(=N1)NC(C)C)C (5-(4-(5-cyanopyridin-2-yl)piperidine-1-carbonyl)-2-methylphenyl)-6-(isopropylamino)nicotinamide